4-(6-Methoxyquinolin-4-yl)-7-((2-methyl-1H-imidazol-1-yl)methyl)-9-(1-methyl-3-(trifluoromethyl)-1H-pyrazol-4-yl)-3,4-dihydrobenzo[f][1,4]oxazepin-5(2H)-one COC=1C=C2C(=CC=NC2=CC1)N1CCOC2=C(C1=O)C=C(C=C2C=2C(=NN(C2)C)C(F)(F)F)CN2C(=NC=C2)C